NC1=C(C(=NC=2N1N=C(C2CCC)C)NCCC=2C(N(C=CC2)CCCO)=O)C#N 7-amino-5-((2-(1-(3-hydroxypropyl)-2-oxo-1,2-dihydropyridin-3-yl)ethyl)amino)-2-methyl-3-propylpyrazolo[1,5-a]pyrimidine-6-carbonitrile